1H-pyrido[2,3-b][1,4]oxazin-2-one trifluoroacetate salt FC(C(=O)O)(F)F.N1C2=C(OCC1=O)N=CC=C2